N(C1=CC=CC=C1)C=1C(C=C(C(C1)=O)NC(C)CC(C)C)=O 2-anilino-5-(4-methylpentan-2-ylamino)cyclohexa-2,5-diene-1,4-dione